ClC1=C2C(=NC=C1C=1C=C(C=CC1)N1C(CN(CC1)CC(=O)N1CCN(CC1)C=1C=C3C(N(C(C3=CC1)=O)C1C(NC(CC1)=O)=O)=O)=O)NC=C2CC 5-(4-(2-(4-(3-(4-chloro-3-ethyl-1H-pyrrolo[2,3-b]pyridin-5-yl)phenyl)-3-oxopiperazin-1-yl)acetyl)piperazin-1-yl)-2-(2,6-dioxopiperidin-3-yl)isoindoline-1,3-dione